C1(CC1)C=1OC2=CC=C(C=C2C(C1C)=O)C 2-cyclopropyl-3,6-dimethyl-4H-chromen-4-one